fluorothioacetanilide FCC(=S)NC1=CC=CC=C1